C(C)NC1=NC(=NC=C1F)NCC1=C(C=NN1C)C1=NC=C(C(=N1)C)OC1CCCCC1 (1S,3S)-3-((2-(5-(((4-(Ethylamino)-5-fluoropyrimidin-2-yl)amino)methyl)-1-methyl-1H-pyrazol-4-yl)-4-methylpyrimidin-5-yl)oxy)cyclohexan